COC1=CC=C(C=C1)C(C#N)NC1=CC=C(C=C1)OC 2-(4-methoxyphenyl)-2-(4-methoxyanilino)acetonitrile